BrC1=C(C=CC=C1)C1=NN=C(O1)SCCCCOC1=C(OC2=CC(=CC(=C2C1=O)OC)OC)C1=CC(=C(C(=C1)OC)OC)OC 3-(4-((5-(2-bromophenyl)-1,3,4-oxadiazol-2-yl)thio)butoxy)-5,7-dimethoxy-2-(3,4,5-trimethoxyphenyl)-4H-chromen-4-one